[Si](C)(C)(C(C)(C)C)OCC1(NCCC2C3=CC=CC=C3N=C12)CO[Si](C)(C)C(C)(C)C 1,1-di(tert-butyldimethylsilyloxy)methyl-tetrahydro-beta-carboline